1-(3-(6-chloro-5-methoxy-1-methyl-1H-pyrrolo[3,2-b]pyridin-2-yl)-1-(4-methoxybenzyl)-1H-1,2,4-triazol-5-yl)-2-methoxyethan-1-ol ClC=1C=C2C(=NC1OC)C=C(N2C)C2=NN(C(=N2)C(COC)O)CC2=CC=C(C=C2)OC